C(C(=O)C)(=O)O.P1(C=CCC1)O phospholenol pyruvate